NC1CCC(CC1)C(=O)OC(C)(C)C tert-butyl (1r,4r)-4-aminocyclohexane-1-carboxylate